diphenyl-pentanedione C1(=CC=CC=C1)C(C(C(C)=O)=O)(C)C1=CC=CC=C1